2-(trifluoromethyl)pyrido[2,3-d]pyrimidine-4-thiol FC(C=1N=C(C2=C(N1)N=CC=C2)S)(F)F